FC(CN1C=C(C(C(=C1C)C1=CC=C(C=C1)F)=O)C(=O)NC1=CC(=C(C=C1)OC1=CC=NC2=CC(=C(N=C12)OC)OC)F)F 1-(2,2-Difluoroethyl)-N-[4-[(6,7-dimethoxy-1,5-naphthyridin-4-yl)oxy]-3-fluorophenyl]-5-(4-fluorophenyl)-6-methyl-4-oxopyridine-3-carboxamide